perchlorate copper (II) [Cu+2].Cl(=O)(=O)(=O)[O-].Cl(=O)(=O)(=O)[O-]